4-iodo-3-[4-(4-methyl-1,2,4-triazol-3-yl)piperidin-1-yl]pyridine-2-carbonitrile IC1=C(C(=NC=C1)C#N)N1CCC(CC1)C1=NN=CN1C